O1CCC(=CC1)C=1C2=C(C(=NC1)O)N=C(S2)NC(=O)N2CC1(CCOC1)CC2 N-[7-(3,6-dihydro-2H-pyran-4-yl)-4-hydroxy-[1,3]thiazolo[4,5-c]pyridin-2-yl]-2-oxa-7-azaspiro[4.4]nonane-7-carboxamide